NC=1N=C(N=NC1)N1C[C@]([C@@H](CC1)O)(C)F |r| rac-cis-1-(5-amino-1,2,4-triazin-3-yl)-3-fluoro-3-methylpiperidin-4-ol